C(C)OC(=O)NC(=O)[C@@H]1[C@H]([C@H]([C@@H](O1)N1C2=NC=NC(=C2N=C1)NCC1=CC=CC=C1)O)O.BrN1C(=NC=C1)C1=CC=C(C(=C1)Br)C 3,6-Dibromo-2-(p-tolyl)imidazole ethyl-(2R,3R,4S,5S)-2-(6-(benzylamino)-9H-purin-9-yl)-3,4-dihydroxytetrahydrofuran-5-carbonylamino-formate